CS(=O)CC1CN(CCC1)C(=O)OC(C)(C)C tert-Butyl 3-((methylsulfinyl)methyl)piperidine-1-carboxylate